C(C)C1=CC=C2C=NC(=NC2=C1C=1C=C(C=CC1)NC(C=C)=O)NC1=CC=C(C=C1)N1CCOCC1 N-(3-(7-ethyl-2-((4-morpholinylphenyl)amino)quinazolin-8-yl)phenyl)acrylamide